4-(4,6-dimethoxy-1,3,5-triazin-2-yl)-4-methyl-morpholin-4-ium COC1=NC(=NC(=N1)OC)[N+]1(CCOCC1)C